(2-(pyrazine-2-carboxamido)ethyl)quinoline N1=C(C=NC=C1)C(=O)NCCC1=NC2=CC=CC=C2C=C1